FC1=C(C=C(C=C1)C1(CCCC1)C#N)[N+](=O)[O-] 1-(4-fluoro-3-nitrophenyl)cyclopentane-1-carbonitrile